4-(4-(3-(4-aminopiperidin-1-yl)-3-oxopropyl)piperazin-1-yl)-2-(2,6-dioxopiperidin-3-yl)isoindoline-1,3-dione NC1CCN(CC1)C(CCN1CCN(CC1)C1=C2C(N(C(C2=CC=C1)=O)C1C(NC(CC1)=O)=O)=O)=O